3,4,6-tri-O-acetyl-2-azido-2-deoxy-beta-D-glucopyranosyl trichloroacetimidate ClC(C(O[C@H]1[C@@H]([C@@H](OC(C)=O)[C@H](OC(C)=O)[C@H](O1)COC(C)=O)N=[N+]=[N-])=N)(Cl)Cl